6-(5-chloro-4-methyl-2-thienyl)-1-[(5-chloro-3-pyridyl)methyl]-3-methyl-imidazo[4,5-b]pyridin-2-one ClC1=C(C=C(S1)C=1C=C2C(=NC1)N(C(N2CC=2C=NC=C(C2)Cl)=O)C)C